ethyl 1-methyl-5-(2-{[7-(5-methyl-1,2,4-oxadiazol-3-yl)isoquinolin-1-yl]amino}ethyl)-4-oxo-1H,4H,5H,6H-pyrrolo[2,3-c]pyrrole-2-carboxylate CN1C(=CC2=C1CN(C2=O)CCNC2=NC=CC1=CC=C(C=C21)C2=NOC(=N2)C)C(=O)OCC